OC1(CCN(CC1)C=O)C (4-hydroxy-4-methyl-piperidin-1-yl)-methanone